C(C)OC1=CC(=NN1C1=CC=C(C=C1)CN)C(F)(F)F (4-(5-ethoxy-3-(trifluoromethyl)-1H-pyrazol-1-yl)phenyl)methylamine